C(C)(C)N1C=CC=2C1=NC=C(C2)C(=O)O 1-isopropylpyrrolo[2,3-b]pyridine-5-carboxylic acid